The molecule is a polyunsaturated fatty acyl-CoA(4-) arising from deprotonation of the phosphate and diphosphate functions of (2E,4E,8Z,11Z,14Z)-icosapentaenoyl-CoA; major species at pH 7.3. It is a polyunsaturated fatty acyl-CoA(4-), a long-chain fatty acyl-CoA(4-) and a 6-saturated-trans,trans-2,4-dienoyl-CoA(4-). It is a conjugate base of a (2E,4E,8Z,11Z,14Z)-icosapentaenoyl-CoA. CCCCC/C=C\\C/C=C\\C/C=C\\CC/C=C/C=C/C(=O)SCCNC(=O)CCNC(=O)[C@@H](C(C)(C)COP(=O)([O-])OP(=O)([O-])OC[C@@H]1[C@H]([C@H]([C@@H](O1)N2C=NC3=C(N=CN=C32)N)O)OP(=O)([O-])[O-])O